FC(C(=O)O)(F)F.NC=1C(=NC(=CC1C1=C2C(=NC=C1)C=C(S2)CN2C(C1C(C1C2=O)(C)C)=O)C(F)(F)F)C 3-((7-(3-amino-2-methyl-6-(trifluoromethyl)pyridin-4-yl)thieno[3,2-b]pyridin-2-yl)methyl)-6,6-dimethyl-3-azabicyclo[3.1.0]hexane-2,4-dione 2,2,2-trifluoroacetate